8-bromo-6-methyl-3-((2-(trimethylsilyl)ethoxy)methyl)quinazolin-4(3H)-one BrC=1C=C(C=C2C(N(C=NC12)COCC[Si](C)(C)C)=O)C